(methoxycarbonyl)-L-isoleucine COC(=O)N[C@@H]([C@@H](C)CC)C(=O)O